ClC=1C(=C(C(=C(C1)O)Cl)Cl)Cl.[Li] lithium tetrachlorophenol salt